BrC=1C=C2C(=CC=NC2=CC1)OC1=C(C(=O)NC)C=C(C=C1)OC ((6-bromoquinolin-4-yl)oxy)-5-methoxy-N-methylbenzamide